C(C=C)(=O)N1CCN(CC1)C(CN1C2=C(N=C(C1)NC1=CC(=CC(=C1)OC)OC)C=CC(=N2)Cl)=O 4-(2-(4-acryloylpiperazin-1-yl)-2-oxoethyl)-6-chloro-2-(3,5-dimethoxyanilino)pyrido[2,3-b]Pyrazine